4,4'-Methylenebis(2,6-di-tert-butylphenol) C(C1=CC(=C(C(=C1)C(C)(C)C)O)C(C)(C)C)C1=CC(=C(C(=C1)C(C)(C)C)O)C(C)(C)C